tri(heptadecyl)amine C(CCCCCCCCCCCCCCCC)N(CCCCCCCCCCCCCCCCC)CCCCCCCCCCCCCCCCC